7-bromo-2-iodobenzofuran BrC1=CC=CC=2C=C(OC21)I